FC(C=1C=C(C=CC1F)C=1C=C2C(=NC1)C(=NN2CC=2OC(=NN2)C)F)F 2-[[6-(3-(Difluoromethyl)-4-fluoro-phenyl)-3-fluoro-pyrazolo[4,3-b]pyridin-1-yl]methyl]-5-methyl-1,3,4-oxadiazole